NC1=CC(=C(C(=O)OC)C=C1OC(F)F)F methyl 4-amino-5-(difluoromethoxy)-2-fluorobenzoate